FC1=CC=C(C=C1)C12CC3(CC(CC(C1)C3)C2)C(C)NC2CCN(CC2)C {1-[3-(4-Fluoro-phenyl)-adamantan-1-yl]-ethyl}-(1-methyl-piperidin-4-yl)-amine